C(#N)C=1C=C(C=CC1)C=1N=C(SC1C1=CC(=NC(=C1)C)C)NC(=O)N1CC2N(CC1)CCNC2=O N-[4-(3-cyanophenyl)-5-(2,6-dimethyl-4-pyridyl)thiazol-2-yl]-9-oxo-3,4,6,7,8,9a-hexahydro-1H-pyrazino[1,2-a]pyrazine-2-carboxamide